2-(4-methoxyphenyl)piperazine COC1=CC=C(C=C1)C1NCCNC1